C(N)(=O)C1=CC2=C(N(C(=N2)NC(C2=NC=CC=C2)=O)C/C=C/CN2C(=NC=3C2=NC=C(C3)C(=O)N)NC(C3=NC=CC=C3)=O)C(=C1)OCCCN1CCOCC1 (E)-3-(4-(5-carbamoyl-7-(3-morpholinopropoxy)-2-(picolinamido)-1H-benzo[d]imidazol-1-yl)but-2-en-1-yl)-2-(picolinamido)-3H-imidazo[4,5-b]pyridine-6-carboxamide